C(CCCC=CCC=CCC=CCCCCCC)(=O)O 5,8,11-octadecatrienoic acid